allylpropyltrisulphide C(C=C)SSSCCC